C[C@@H]1N(CC=C(C1)OS(=O)(=O)C(F)(F)F)C(=O)OC(C)(C)C tert-butyl (S)-2-methyl-4-(trifluoromethanesulfonyloxy)-3,6-dihydro-2H-pyridine-1-carboxylate